C(C)(C)(C)OC(=O)N1[C@@H](C[C@H](C1)F)C(C(C(=O)OCC)N1N=C2C=C(C=C(C2=C1)F)I)=O (2S,4R)-2-(3-ethoxy-2-(4-fluoro-6-iodo-2H-indazol-2-yl)-3-oxopropionyl)-4-fluoropyrrolidine-1-carboxylic acid tert-butyl ester